BrC=1C=NN2C1N=C(N=C2NCC2=CC=C(C=C2)C2=NC=CC=C2)NCCN(C(OC(C)(C)C)=O)C tert-butyl (2-((8-bromo-4-((4-(pyridin-2-yl)benzyl)amino)pyrazolo[1,5-a][1,3,5]triazin-2-yl)amino)ethyl)(methyl)carbamate